tert-butyl (S)-3-((2,3-diamino-3-oxopropoxy)methyl)azetidine-1-carboxylate N[C@@H](COCC1CN(C1)C(=O)OC(C)(C)C)C(=O)N